ethyl (S)-3-(3-(4-hydroxy-1-methyl-2-oxo-1,2-dihydropyridin-3-yl)ureido)-3-(3-(o-tolyloxy)phenyl)propanoate OC1=C(C(N(C=C1)C)=O)NC(N[C@@H](CC(=O)OCC)C1=CC(=CC=C1)OC1=C(C=CC=C1)C)=O